FC=1C=C(C=CC1)N(C(=O)N1CCOCCC1)CC1=CC=C(C(=O)OC)C=C1 methyl 4-((N-(3-fluorophenyl)-1,4-oxazepane-4-carboxamido)methyl)benzoate